3-benzyl-1-ethyl-6-(trifluoromethyl)-1H-1,3-benzodiazol-3-ium chloride [Cl-].C(C1=CC=CC=C1)[N+]1=CN(C2=C1C=CC(=C2)C(F)(F)F)CC